3-(1'-((1-(2-fluorobenzyl)-1H-pyrazol-4-yl)methyl)-6-oxo-6,8-dihydro-2H,7H-spiro[furo[2,3-e]isoindole-3,4'-piperidin]-7-yl)piperidine-2,6-dione FC1=C(CN2N=CC(=C2)CN2CCC3(CC2)COC2=C4CN(C(C4=CC=C23)=O)C2C(NC(CC2)=O)=O)C=CC=C1